BrC1=CC=NC2=C(C=CC=C12)C(=O)O 4-bromoquinoline-8-carboxylic acid